C1(=CC=CC=C1)C1N(OCC1)C1=NC(=NC=C1C(F)(F)F)NC1=CC=C(C#N)C=C1 4-((4-(3-phenylisooxazolidin-2-yl)-5-(trifluoromethyl)pyrimidin-2-yl)amino)benzonitrile